Methyl 2-[[4-[6-[(4-cyano-2-fluoro-phenyl)methoxy]-5-fluoro-2-pyridyl]-2,5-difluoro-phenyl]methyl]-3-[(3S)-4,4-dimethyltetrahydrofuran-3-yl]-7-fluoro-benzimidazole-5-carboxylate C(#N)C1=CC(=C(C=C1)COC1=C(C=CC(=N1)C1=CC(=C(C=C1F)CC=1N(C2=C(N1)C(=CC(=C2)C(=O)OC)F)[C@@H]2COCC2(C)C)F)F)F